Benzyl 4-{4-[4-(1,3-dioxolan-2-yl) piperidin-1-yl]-2-fluorophenyl}-3,6-dihydropyridine-1(2H)-carboxylate O1C(OCC1)C1CCN(CC1)C1=CC(=C(C=C1)C=1CCN(CC1)C(=O)OCC1=CC=CC=C1)F